O=C1NC(CCC1N1C(N(C2=C1C=CC=C2CCOC2CCN(CC2)C(=O)OC(C)(C)C)C)=O)=O tert-butyl 4-[2-[1-(2,6-dioxo-3-piperidyl)-3-methyl-2-oxo-benzimidazol-4-yl] ethoxy]piperidine-1-carboxylate